4-phenyl-5-methyl-thiazole-2-acrylamide C1(=CC=CC=C1)C=1N=C(SC1C)C=CC(=O)N